N1=CC=C(C=C1)C=1N=C2N(C=CC=N2)C1 2-(Pyridin-4-yl)imidazo[1,2-a]pyrimidine